C(CC)N[C@@H](CCO)C(=O)O.[Br] bromine propylhomoserin